OCCOC1=CC=C(C=C1)[C@H]1OC=2C=C(C=CC2C=2C=NC=3C=C(C=CC3C21)O)C(F)(F)F (5R)-5-[4-(2-hydroxyethoxy)phenyl]-8-(trifluoromethyl)-5H-chromeno[4,3-c]quinolin-2-ol